OC12C(OC=3C=NC=C(C31)OC)C(CC2O)C2=CC=CC=C2 4b,5-dihydroxy-4-methoxy-7-phenyl-4b,5,6,7-tetrahydro-7aH-cyclopenta[4,5]furo[2,3-c]pyridin